O1C(=CC2=C1C=CC=C2)CO benzofuranmethanol